BrC(CF)F 1-bromo-1,2-difluoroethane